N[C@H](CCC(=O)OC)C1=C(C(=CC(=C1)C)C=O)O METHYL (4R)-4-AMINO-4-(3-FORMYL-2-HYDROXY-5-METHYLPHENYL)BUTANOATE